C(=CCCCCCCCCCCCCCCCC)N1C(=C(C(C2=C(C=C(C=C12)OC(=O)C(C)(C)C)OC(=O)C(C)(C)C)=O)OC(=O)C(C)(C)C)C1=CC=C(C=C1)OC(=O)C(C)(C)C N-octadecenyl-2-(4-tert-butylcarbonyloxy-phenyl)-3,5,7-tri-tert-butylcarbonyloxy-quinolin-4-one